C(#N)C1=CC=C(C=C1)C=1C=C(C(NN1)=O)C(=O)OCC ethyl 6-(4-cyanophenyl)-3-oxo-2,3-dihydropyridazine-4-carboxylate